COC=1C=2N(C=C(C1)C1=CC3=C(N(C(N3)=O)C3CCN(CC3)CC(=O)N(C)C)C=C1C)N=CN2 2-(4-(5-(8-methoxy-[1,2,4]triazolo[1,5-a]pyridin-6-yl)-6-methyl-2-oxo-2,3-dihydro-1H-benzo[d]imidazol-1-yl)piperidin-1-yl)-N,N-dimethylacetamide